Cl.C(C)(C)C1=C(C(=CC=C1)C(C)C)OC(CCC(=O)NCCN1CCCCC1)=O N-(2-Piperidin-1-yl-ethyl)-succinamic acid 2,6-diisopropylphenyl ester hydrochloride